ClC=1C(=C(C=CC1)[C@]1(CN(C(C2=CN=C(C(=C12)F)NC1CN(C1)C(=O)C=1N=NC=CC1)=O)C1=NC=C(C=C1)[C@H]1NCCOC1)C)F (4R)-4-(3-chloro-2-fluorophenyl)-5-fluoro-4-methyl-2-{5-[(3R)-morpholin-3-yl]pyridin-2-yl}-6-{[1-(pyridazine-3-carbonyl)azetidin-3-yl]amino}-3,4-dihydro-2,7-naphthyridin-1(2H)-one